FC1=CC=C(C=C1)S(=O)(=O)NC1=C(C=CC(=C1)NC(=O)NC1=CC=C(C=C1)C1=CC=C(C=C1)C(F)(F)F)O 4-fluoro-N-(2-hydroxy-5-(3-(4'-(trifluoromethyl)-[1,1'-biphenyl]-4-yl)ureido)phenyl)benzenesulfonamide